CC1(COC=2CCC(C(C2C1(C)C)=O)C)C 3,3,4,4,6-Pentamethyl-2,3,4,6,7,8-hexahydro-5H-chromen-5-one